CN(C(C=C)=O)CC1CC(CC1)C=1C=2N(C=C(N1)C=1C=NN(C1)C)N=CC2 N-methyl-N-((3-(6-(1-methyl-1H-pyrazol-4-yl)pyrazolo[1,5-a]pyrazin-4-yl)cyclopentyl)methyl)acrylamide